FC(CN1C(=NC=2C1=NC(=CC2)C=2C=CN1N=C(N=CC12)N[C@H]1[C@H](CN(CC1)C(C)=O)F)C)F 1-((3S,4R)-4-((5-(3-(2,2-difluoroethyl)-2-methyl-3H-imidazo[4,5-b]pyridin-5-yl)pyrrolo[2,1-f][1,2,4]triazin-2-yl)amino)-3-fluoropiperidin-1-yl)ethan-1-one